CC1=CC=C(C=CC)C=C1 4-methyl-β-methylstyrene